C1(=CC=CC=C1)C(=O)C1=NC=CC=C1 phenyl-(pyridin-2-yl)-methanone